C1(=C(C=CC=C1)N(C1=CC=2C(C3=CC=CC=C3C2C=C1)(C)C)C=1C=CC=C(C1)C1=CC(=CC(=C1)C(C)(C)C)C1=CC(=CC(=C1)C(C)(C)C)C(C)(C)C)C1=CC=CC=C1 N-(1,1'-biphenyl-2-yl)-N-(3'',5',5''-Tri-t-butyl-1,1':3',1''-terphenyl-5-yl)-9,9-dimethyl-9H-fluoren-2-amine